2-((5-methoxy-7-methyl-1H-indol-4-yl)(2-(4-methylpiperazine-1-carbonyl)cyclopropyl)methyl)-2H-indazole-6-carbonitrile COC=1C(=C2C=CNC2=C(C1)C)C(N1N=C2C=C(C=CC2=C1)C#N)C1C(C1)C(=O)N1CCN(CC1)C